COCCN(C(=O)C1=CC(=NN1C)S(N)(=O)=O)CCOC N,N-bis(2-methoxyethyl)-1-methyl-3-sulfamoyl-1H-pyrazole-5-carboxamide